ClC1=CC=C(C=C1)C1=C(C=C(C=C1)N1CCN(CC1)C(=O)OC(C)(C)C)CN1CCN(CC1)C1=CC=C(C=C1)C(=O)OC tert-butyl 4-(4'-chloro-2-((4-(4-(methoxycarbonyl)phenyl)piperazin-1-yl)methyl)-[1,1'-biphenyl]-4-yl)piperazine-1-carboxylate